2-Chloro-9-(4-(5-methyl-3-(trifluoromethyl)-1H-pyrazol-1-yl)benzyl)-9H-purine ClC1=NC=C2N=CN(C2=N1)CC1=CC=C(C=C1)N1N=C(C=C1C)C(F)(F)F